1-benzyl-1,4-azaphosphine-4-oxide C(C1=CC=CC=C1)N1CC=P(C=C1)=O